(3R)-3-amino-5-[(4-chlorophenyl)methyl]-8-fluoro-1,1-dioxo-7-[5-(p-tolyl)-1,3,4-oxadiazol-2-yl]-2,3-dihydro-1lambda6,5-benzothiazepin-4-one N[C@H]1CS(C2=C(N(C1=O)CC1=CC=C(C=C1)Cl)C=C(C(=C2)F)C=2OC(=NN2)C2=CC=C(C=C2)C)(=O)=O